NC1=NC(=NC=C1)C=1N=C(SC1)NC=1C=C(C=CC1C)NC(C1=CC=C(C=C1)CN1CC2(C1)CN(C2)C)=O N-(3-((4-(4-Aminopyrimidin-2-yl)thiazol-2-yl)amino)-4-methylphenyl)-4-((6-methyl-2,6-diazaspiro[3.3]heptan-2-yl)methyl)benzamide